O=C1C2(CCC13C1CCC(C3)C1)C1CCC(C2)C1 2'-oxodispiro[bicyclo[2.2.1]heptane-2,1'-cyclopentane-3',2''-bicyclo[2.2.1]heptane]